ClC=1N=C(C=2N(C1)N=CC2)O[C@@]2([C@@H]1CCN([C@@H]1C2)C(=O)OC(C)(C)C)C |r| rac-tert-butyl (1R,5R,6S)-6-((6-chloropyrazolo[1,5-a]pyrazin-4-yl)oxy)-6-methyl-2-azabicyclo[3.2.0]heptane-2-carboxylate